FC1(CCN(CC1)C=1C=2N(C=C(N1)NC(C1=C(C=C(C=C1)NS(=O)(=O)CCO)N1CCC3(CC3)CC1)=O)C(=CN2)C)F N-(8-(4,4-difluoropiperidin-1-yl)-3-methylimidazo[1,2-a]pyrazin-6-yl)-4-((2-hydroxyethyl)sulphonamido)-2-(6-azaspiro[2.5]oct-6-yl)benzamide